tris-[(3-mercaptopropionyloxy)-ethyl]-isocyanuric acid SCCC(=O)OCCN1C(N(C(N(C1=O)CCOC(CCS)=O)=O)CCOC(CCS)=O)=O